methyl 4-(5-chloro-furan-2-yl)-1,3-bis(2,4-difluorophenyl)-5-methyl-4,5-dihydro-1H-pyrazole-5-carboxylate ClC1=CC=C(O1)C1C(=NN(C1(C(=O)OC)C)C1=C(C=C(C=C1)F)F)C1=C(C=C(C=C1)F)F